C(#N)C1=CC(=C(COC2=CC=CC(=N2)N2CCN(CC2)CC2=NC3=C(N2C[C@H]2OCC2)C=C(C=C3)C(=O)OC)C=C1)F methyl (S)-2-((4-(6-((4-cyano-2-fluorobenzyl)oxy)pyridin-2-yl)piperazin-1-yl)methyl)-1-(oxetan-2-ylmethyl)-1H-benzo[d]imidazole-6-carboxylate